FC(C1N(CCC1)[C@@H]1C[C@H](C1)O)(F)F trans-3-[2-(trifluoromethyl)pyrrolidin-1-yl]cyclobutanol